C(CCCCCCC)O[SiH](OCCCCCCCC)OCCCCCCCC tri-n-octoxysilane